2,5-dichlorol C1[ClH]C=C[ClH]1